FC1=C(C=CC(=C1)F)S(=O)(=NC=1N=C2N(C=CC(=C2)C2=NOC(=N2)C(F)(F)F)C1)C (2,4-difluorophenyl)(methyl)((7-(5-(trifluoromethyl)-1,2,4-oxadiazol-3-yl)imidazo[1,2-a]pyridin-2-yl)imino)-λ6-sulfanone